N1(N=NN=C1)C[C@H](C)OC=1C=C(C=CC1Cl)C=1C=NC(=NC1)NC=1C(=NN(C1)[C@@H]1CC[C@H](CC1)N1CCOCC1)OC1COC1 5-(3-(((S)-1-(1H-tetrazol-1-yl)propan-2-yl)oxy)-4-chlorophenyl)-N-(1-(trans-4-morpholinylcyclohexyl)-3-(oxetan-3-yloxy)-1H-pyrazol-4-yl)pyrimidin-2-amine